C1(=CC=CC=2C3=CC=CC=C3C=CC12)C(=O)O Phenanthroic acid